2-(3-(3'-methoxy-[1,1'-biphenyl]-3-yl)-4-(4-sulfamoylbenzyl)-1H-pyrazol-1-yl)thiazole-4-carboxylic acid COC=1C=C(C=CC1)C1=CC(=CC=C1)C1=NN(C=C1CC1=CC=C(C=C1)S(N)(=O)=O)C=1SC=C(N1)C(=O)O